N-(3-methyloxetan-3-yl)piperidin-4-amine CC1(COC1)NC1CCNCC1